1-(4-aminopyrimidin-2-yl)-N-(3,5-difluorophenyl)-5-oxopyrrolidine-2-carboxamide NC1=NC(=NC=C1)N1C(CCC1=O)C(=O)NC1=CC(=CC(=C1)F)F